3-chloro-4-fluorobenzeneimine ClC=1CC(C=CC1F)=N